7-(5-(1-ethyl-1H-pyrazol-4-yl)-7-p-toluenesulfonyl-7H-pyrrolo[2,3-c]pyridazin-3-yl)-2,5-dimethyl-1,2,3,4-tetrahydroisoquinoline C(C)N1N=CC(=C1)C1=CN(C=2N=NC(=CC21)C2=CC(=C1CCN(CC1=C2)C)C)S(=O)(=O)C2=CC=C(C)C=C2